ClC=1C=C(C=CC1F)NCC1=CC=CC=C1 (3-Chloro-4-fluorophenyl)benzylamine